CC1(CC1)N1CN(C(C2=CC(=CC(=C12)C=1C[C@H](N(CC1)C(C)=O)C)S(=O)(=O)N)=O)CC=1C=NN(C1)C (1-methylcyclopropyl)-3-[(1-methylpyrazol-4-yl)methyl]-4-oxo-8-[(2R)-1-acetyl-2-methyl-3,6-dihydro-2H-pyridin-4-yl]-1H-quinazoline-6-sulfonamide